CC1=CC(=NN1C1=CC=C(C=N1)C#N)C(F)(F)F 6-[5-methyl-3-(trifluoromethyl)pyrazol-1-yl]pyridine-3-carbonitrile